tert-butyl (1S,4R,5S)-4-allyl-3-(5-bromo-7-chloro-2-(ethylthio)-8-fluoropyrido[4,3-d]pyrimidin-4-yl)-1-fluoro-3,8-diazabicyclo[3.2.1]octane-8-carboxylate C(C=C)[C@H]1N(C[C@]2(CC[C@@H]1N2C(=O)OC(C)(C)C)F)C=2C1=C(N=C(N2)SCC)C(=C(N=C1Br)Cl)F